C(N)(=O)C1=CN=C2N1C=C(C=C2)C=2C(=NC=CC2)C2=NC=CC=C2 3'-(3-carbamoylimidazo[1,2-a]pyridin-6-yl)-[2,2'-bipyridine]